tert-butyl (S)-(3-(3,6-dimethylpyrazin-2-yl)-5-(piperidin-1-yl)pentyl)(methyl)-carbamate CC=1C(=NC(=CN1)C)[C@H](CCN(C(OC(C)(C)C)=O)C)CCN1CCCCC1